C(C)(C)OC1=C(C=C(C=C1)C(=O)N1CCC2(CC1)C=1N(CCN2C)C(=CC1)C(F)(F)F)OC (4-isopropoxy-3-methoxy-phenyl)-[2-methyl-6-(trifluoromethyl)spiro[3,4-dihydropyrrolo[1,2-a]pyrazin-1,4'-piperidine]-1'-yl]methanone